Oct-6-en CCCCCC=CC